(S)-4-(3-(3-cyanoazetidin-1-yl)-2-(4-((4-(morpholinomethyl)phenyl)ethynyl)phenyl)propyl)-6-oxo-1,6-dihydropyrimidin-5-yl dimethylcarbamate CN(C(OC1=C(N=CNC1=O)C[C@H](CN1CC(C1)C#N)C1=CC=C(C=C1)C#CC1=CC=C(C=C1)CN1CCOCC1)=O)C